N-((7R)-2-Cyano-2-azabicyclo[2.2.1]heptan-7-yl)-5-(4-(4-fluorophenoxy)pyridin-3-yl)thiazol-2-carboxamid C(#N)N1C2CCC(C1)[C@H]2NC(=O)C=2SC(=CN2)C=2C=NC=CC2OC2=CC=C(C=C2)F